C(C)(C)(C)[S@](=O)\N=C\C1=CC(=C(C(=O)OC)C=C1)C methyl (S,E)-4-(((tert-butylsulfinyl)imino)methyl)-2-methylbenzoate